FC1=CC=CC=2NC[C@@H](CCC21)N (R)-6-fluoro-2,3,4,5-tetrahydro-1H-benzo[b]azepin-3-amine